2-[4-[2-(dimethylamino)ethoxy]anilino]-6-(7-hydroxy-3,4-dihydro-2H-quinoxalin-1-yl)-8-methyl-pyrido[2,3-d]pyrimidin-7-one CN(CCOC1=CC=C(NC=2N=CC3=C(N2)N(C(C(=C3)N3CCNC2=CC=C(C=C32)O)=O)C)C=C1)C